C(C)(=O)N1CCC2=CC(=CC=C12)C(CCN1CCN(CC1)C1=C(C=CC=C1)C)=O 1-(1-Acetylindolin-5-yl)-3-(4-(o-tolyl)piperazin-1-yl)propan-1-one